butyl 4-[[1-[[1-(2,6-dioxo-3-piperidyl)-3-methyl-2-oxo-benzimidazol-4-yl]methyl]-4-piperidyl]methyl]piperidine-1-carboxylate O=C1NC(CCC1N1C(N(C2=C1C=CC=C2CN2CCC(CC2)CC2CCN(CC2)C(=O)OCCCC)C)=O)=O